C(C=C)NC(=O)C=1C(=C(C(=CC1CCCCC)O)C1=C(C=CC(=C1)C)C(=C)C)O N-allyl-2,6-dihydroxy-5'-methyl-4-pentyl-2'-(prop-1-en-2-yl)-[1,1'-biphenyl]-3-carboxamide